[C@H](C)(CC)N1C(=CC=C1CCOC1=CC(=NC=C1)F)C(=O)O (S)-1-(sec-butyl)-5-(2-((2-fluoropyridin-4-yl)oxy)ethyl)-1H-pyrrole-2-carboxylic acid